3,7,11,15-Tetramethylnonacosane CC(CC)CCCC(CCCC(CCCC(CCCCCCCCCCCCCC)C)C)C